CC(C)(C#CC(C)(OOC(C)(C)C)C)OOC(C)(C)C 2,5-dimethyl-2,5-di-(t-butylperoxy)-hexyne